FC(OC1=C(C=C(C=C1)CC=C)C1=NN(C=C1NC(=O)C=1C=NN2C1N=CC=C2)CC(N(C)C)=O)F N-[3-[2-(difluoromethoxy)-5-(prop-2-en-1-yl)phenyl]-1-[(dimethylcarbamoyl)methyl]-1H-pyrazol-4-yl]pyrazolo[1,5-a]pyrimidine-3-carboxamide